ethyl 3-[3-[[5-[2-[tert-butyl(dimethyl)silyl]oxyethylamino]-1-[5-[4,6-difluoro-1-(2-trimethylsilylethoxymethyl)indol-5-yl]oxy-2-fluoro-phenyl]pyrazol-3-yl]methyl]phenyl]propanoate [Si](C)(C)(C(C)(C)C)OCCNC1=CC(=NN1C1=C(C=CC(=C1)OC=1C(=C2C=CN(C2=CC1F)COCC[Si](C)(C)C)F)F)CC=1C=C(C=CC1)CCC(=O)OCC